ClC=1C=C2NC(C=3N(C2=CC1C(=O)OC)C(=NC3)C)=O Methyl 7-chloro-1-methyl-4-oxo-5H-imidazo[1,5-a]quinoxaline-8-carboxylate